4-Nitrophenyl-5-(2-fluorobenzyl)-3-(4-methoxybenzyl)-2-oxoimidazoline-1-carboxylic acid [N+](=O)([O-])C1=CC=C(C=C1)C1N(C(N(C1CC1=C(C=CC=C1)F)C(=O)O)=O)CC1=CC=C(C=C1)OC